ClCC1=CN=C2C3=C(C(NC2=C1C)=O)CCC3 3-(chloromethyl)-4-methyl-5,7,8,9-tetrahydro-6H-cyclopenta[c][1,5]naphthyridin-6-one